NC1=C(C=C(C(=N1)F)C=1C=NC(=CC1)N1CCNCC1)C=1C=C2CCNC(C2=CC1F)=O 6-(6-amino-2-fluoro-6'-(piperazin-1-yl)-[3,3'-bipyridin]-5-yl)-7-fluoro-3,4-dihydroisoquinolin-1(2H)-one